[Na+].BrC=1C=C2CC(NC2=NC1)S(=O)(=O)[O-] dihydro-5-bromo-7-azaindole-2-sulfonic acid sodium salt